C1(CCCC1)C=1C=NC(=NC1)NC(C1=C(C=CC(=C1)[N+](=O)[O-])SC1=NN=C(N1C)C1CC1)=O N-(5-cyclopentylpyrimidin-2-yl)-2-[(5-cyclopropyl-4-methyl-4H-1,2,4-triazol-3-yl)sulfanyl]-5-nitrobenzamide